3-(3,4-dihydroxy-phenyl)-propionaldehyde OC=1C=C(C=CC1O)CCC=O